9-[5-[5-[(1R)-1-(3,5-dichloro-4-pyridyl)ethoxy]-1H-indazol-3-yl]-2-pyridyl]-4-methyl-1,4,9-triazaspiro[5.5]undecan-2-one ClC=1C=NC=C(C1[C@@H](C)OC=1C=C2C(=NNC2=CC1)C=1C=CC(=NC1)N1CCC2(CN(CC(N2)=O)C)CC1)Cl